ClC=1C(=NC(=NC1)NC1=CC=C(C=C1)[SH2](=O)C=N)N1[C@H](COC2(CCC2)C1)C (S)-[4-({5-chloro-4-[(7S)-7-methyl-5-oxa-8-azaspiro[3.5]nonan-8-yl]pyrimidin-2-yl}amino)phenyl](imino)methyl-λ6-sulfanone